C1(CC1)C1=NN(C(=C1C(F)(F)F)C(=O)NC1=CC(=NC=C1)S(=O)(=N)C)CC12CC(C1)(C2)C(F)(F)F 3-Cyclopropyl-N-(2-(S-methylsulfonimidoyl)pyridin-4-yl)-4-(trifluoromethyl)-1-((3-(trifluoromethyl)bicyclo[1.1.1]pentan-1-yl)methyl)-1H-pyrazole-5-carboxamide